FC(C(=O)O)(F)F.ClC=1C=C(C=CC1C(=O)N1CCN(CC1)CCN(C)C)NC(=O)C=1N(C(=CN1)C1=C(C(=C(C=C1)OC1=NC=CC=N1)F)F)C N-[3-chloro-4-[4-[2-(dimethylamino)ethyl]piperazine-1-carbonyl]phenyl]-5-(2,3-difluoro-4-pyrimidin-2-yloxy-phenyl)-1-methyl-imidazole-2-carboxamide trifluoroacetate